BrC=1C(=NC(=C(C1C)Cl)N)C 3-bromo-5-chloro-6-amino-2,4-dimethylpyridine